FC(N1N=CC(=C1)S(=O)(=O)C=1C=C2C=NN(C(C2=CC1)=O)CC1=CC=C2C(=N1)CCO2)F 6-((1-(difluoromethyl)-1H-pyrazol-4-yl)sulfonyl)-2-((2,3-dihydrofuro[3,2-b]pyridin-5-yl)methyl)phthalazin-1(2H)-one